2-(4-(4-acetamido-3-isopropylbenzyl)-3,5-dimethylphenoxy)acetic acid C(C)(=O)NC1=C(C=C(CC2=C(C=C(OCC(=O)O)C=C2C)C)C=C1)C(C)C